C1(=CC=CC=C1)S(=O)(=O)N1C=C(C2=CC=C(C(=C12)F)Cl)S(=O)(=O)NC1=NC(=C(C=C1F)OCC(F)F)OC 1-(benzenesulfonyl)-6-chloro-N-[5-(2,2-difluoroethoxy)-3-fluoro-6-methoxy-2-pyridyl]-7-fluoro-indole-3-sulfonamide